2-(((1R*,6R*)-5-(6-((4-Cyano-2-fluorobenzyl)oxy)pyridin-2-yl)-2,5-diazabicyclo[4.2.0]octan-2-yl)methyl)-4-fluoro-1-(((S)-oxetan-2-yl)methyl)-1H-benzo[d]imidazole-6-carboxylic acid C(#N)C1=CC(=C(COC2=CC=CC(=N2)N2CCN([C@@H]3CC[C@@H]23)CC2=NC3=C(N2C[C@H]2OCC2)C=C(C=C3F)C(=O)O)C=C1)F |o1:18,21|